NC1=NC=CC2=C1N=C(N=C2)C=2C=C(C=CC2)C#C[C@@](C)(O)C2=NOC(=C2)C (R)-4-[3-(8-aminopyrido[3,4-d]pyrimidin-2-yl)phenyl]-2-(5-methylisoxazol-3-yl)but-3-yn-2-ol